rac-(1R,2R)-2-(difluoromethyl)-1-methylcyclopropane-1-carboxylic acid FC([C@H]1[C@@](C1)(C(=O)O)C)F |r|